1-benzyl 5-hydroxypiperidine-1,3-dicarboxylate OC1CC(CN(C1)C(=O)OCC1=CC=CC=C1)C(=O)[O-]